(S)-N-(3-(4-(3-aminoprop-1-yn-1-yl)furan-2-yl)prop-2-yn-1-yl)-2-(4-(4-chlorophenyl)-2,3,9-trimethyl-6H-thieno[3,2-f][1,2,4]triazolo[4,3-a][1,4]diazepin-6-yl)acetamide NCC#CC=1C=C(OC1)C#CCNC(C[C@H]1C=2N(C3=C(C(=N1)C1=CC=C(C=C1)Cl)C(=C(S3)C)C)C(=NN2)C)=O